(1R,3aS,7aR,E)-1-[(2R,4R)-4-Fluoro-6-(methoxymethoxy)-6-methylheptan-2-yl]-7a-methyloctahydro-4H-inden F[C@H](C[C@@H](C)[C@H]1CC[C@@H]2CCCC[C@@]12C)CC(C)(C)OCOC